N1CN=CC=2C1=CN(C2)C(=O)O.ClC2=C(C=C(C(=O)N1CCC3(CC1)CCC(CC3)CCC=O)C=C2)N2C(NC(CC2)=O)=O 3-(3-(4-chloro-3-(2,4-dioxotetrahydropyrimidin-1(2H)-yl)benzoyl)-3-azaspiro[5.5]undecan-9-yl)propanal dihydro-6H-pyrrolo[3,4-d]pyrimidine-6-carboxylate